2-(2,6-dioxopiperidin-3-yl)-5-fluoro-6-(3-((1-(4-(1-(4-hydroxyphenyl)-2-phenylbut-1-en-1-yl)phenyl)piperidin-4-yl)methyl)-3,6-diazabicyclo[3.1.1]heptan-6-yl)isoindoline-1,3-dione O=C1NC(CCC1N1C(C2=CC(=C(C=C2C1=O)F)N1C2CN(CC1C2)CC2CCN(CC2)C2=CC=C(C=C2)C(=C(CC)C2=CC=CC=C2)C2=CC=C(C=C2)O)=O)=O